FC(C1=NC(=CC(=C1)C=1C=NN(C1)C1=C(C=C(C=C1)[N+](=O)[O-])F)N1CCC(CC1)(F)F)F 2-(Difluoromethyl)-6-(4,4-difluoropiperidin-1-yl)-4-(1-(2-fluoro-4-nitrophenyl)-1H-pyrazol-4-yl)pyridine